FC1=C(CN2C(CN(CC2)C(=O)OC(C)(C)C)C(=O)OC)C=CC(=C1)F (tert-butyl) 3-methyl 4-(2,4-difluorobenzyl)piperazine-1,3-dicarboxylate